C1(CC1)C(CC1=C(N=NC2=C(C=C(C=C12)C(=O)N)OC1CC1)C)(O)C1=NC(=C(C(=C1)C(C)(C)O)F)C1=CC=C(C=C1)F 2-Cyclopropyl-2-[5-fluoro-6-(4-fluorophenyl)-4-(2-hydroxypropan-2-yl)pyridin-2-yl]-2-hydroxyethyl-l-8-(cyclopropyloxy)-3-methylcinnoline-6-carboxamide